N1=C(C=CC=C1)C(CC(=O)C1=NC=CC=C1)=O 1,3-di-(pyridin-2-yl)-propan-1,3-dione